(6-chlorodibenzo[b,d]furan-1-yl)boronic acid ClC1=CC=CC=2C3=C(OC21)C=CC=C3B(O)O